ClC1=C(C(=CC=C1)Cl)CCS(=O)(=O)F (E)-2-(2,6-dichlorophenyl)ethane-1-sulfonyl fluoride